6-bromo-2-((S)-1-((4S,7S)-1,7-dimethylazepan-4-yl)butyl)-3-ethylquinazolin-4(3H)-one BrC=1C=C2C(N(C(=NC2=CC1)[C@@H](CCC)[C@@H]1CCN([C@H](CC1)C)C)CC)=O